6-(4-(5-(3-chloro-4-(trifluoromethyl)phenyl)-7,7-dimethyl-6,7-dihydro-5H-pyrrolo[2,3-b]pyrazine-2-carbonyl)-3,3-dimethylpiperazin-1-yl)-2,4-dimethylnicotinic acid ClC=1C=C(C=CC1C(F)(F)F)N1CC(C=2C1=NC=C(N2)C(=O)N2C(CN(CC2)C2=NC(=C(C(=O)O)C(=C2)C)C)(C)C)(C)C